NC1=CC=CC2=CC(=CC=C12)N 1,6-Diaminonaphthalene